C(C1CO1)N1C(=O)N(C(=O)C(C1=O)(CC(C)C)CC=C)CC1CO1 1,3-diglycidyl-5-allyl-5-isobutylbarbituric acid